1-amino-pyrimidine NN1CN=CC=C1